N-(4-{[2-(trifluoromethyl)imidazo[1,2-a]pyridin-5-yl]amino}cyclohexyl)imidazo[1,5-a]pyridine-7-carboxamide FC(C=1N=C2N(C(=CC=C2)NC2CCC(CC2)NC(=O)C2=CC=3N(C=C2)C=NC3)C1)(F)F